2-((3-(2-chloro-3-phenylanilino)isothiazolo[4,5-b]pyrazin-5-ylmethylene)amino)-propionic acid ClC1=C(NC2=NSC=3C2=NC(=CN3)C=NC(C(=O)O)C)C=CC=C1C1=CC=CC=C1